2,2-dimethyl-4,18-dioxo-3,8,11,14-tetraoxa-5,7-diaza-heneicosane-21-oic acid CC(C)(OC(NCNOCCOCCOCCCC(CCC(=O)O)=O)=O)C